FC(OC1=CC=CC=N1)F 6-(difluoromethoxy)pyridine